C[SiH](CCCCCCCCCC[Si](CCCCCCC[SiH](C)C)(C)C)C 1,1,12,12,20,20-hexamethyl-1,12,20-trisilaeicosane